C(C)(=O)C1=C(C2=C(N=C(N=C2)NC2=NC=C(C=C2)N2CC(C(C2)O)O)N(C1=O)COC)C 6-Acetyl-2-[5-(3,4-dihydroxy-pyrrolidin-1-yl)-pyridin-2-ylamino]-8-methoxymethyl-5-methyl-8H-pyrido[2,3-d]pyrimidin-7-one